C(#C)C1=CC(N(C=2N=C(N=CC21)NC2=CC=C(C=C2)N2CCN(CC2)C)C2CCC(CC2)NC(CC)=O)=O N-[(1s,4s)-4-(5-Ethynyl-2-{[4-(4-methylpiperazin-1-yl)phenyl]amino}-7-oxopyrido[2,3-d]pyrimidin-8-yl)cyclohexyl]propanamide